CN(C(OC1=C(C(=CC=C1)C=CC(=O)NC1=CC=C(C=C1)Cl)OC)=O)C 3-(((4-chlorophenyl) amino)-3-oxo-1-propenyl)-2-methoxyphenyl dimethylcarbamate